(S)-5-chloro-N-(8-chloro-5-methyl-4-oxo-2,3,4,5-tetrahydropyrido[3,2-b]-[1,4]oxazepin-3-yl)-4-(5-fluoropyridin-3-yl)pyrimidine-2-carboxamide ClC=1C(=NC(=NC1)C(=O)N[C@@H]1C(N(C2=C(OC1)C=C(C=N2)Cl)C)=O)C=2C=NC=C(C2)F